C[C@@H]1CN(CCO1)C=1C=C2C=CN=C(C2=CN1)NCC1=CC=C(C=C1)C1=CC(=NC=C1)C (R)-6-(2-methylmorpholinyl)-N-(4-(2-methylpyridin-4-yl)benzyl)-2,7-naphthyridin-1-amine